FC1(CCC(CC1)[C@H](NC(=O)C1=CC=NN1CC)C=1OC2=C(N1)C=C(C=C2)[C@H](COC)N2C(N[C@@H](C2)C(F)(F)F)=O)F N-((S)-(4,4-difluorocyclohexyl)(5-((R)-2-methoxy-1-((S)-2-oxo-4-(trifluoromethyl)imidazolidin-1-yl)ethyl)benzo[d]oxazol-2-yl)methyl)-1-ethyl-1H-pyrazole-5-carboxamide